4-(7-(8-chloronaphthalen-1-yl)-2-(((S)-1-methylpyrrolidin-2-yl)methoxy)-5,6,7,8-tetrahydro-1,7-naphthyridin-4-yl)-2-(cyanomethyl)piperazine-1-carboxylic acid tert-butyl ester C(C)(C)(C)OC(=O)N1C(CN(CC1)C1=CC(=NC=2CN(CCC12)C1=CC=CC2=CC=CC(=C12)Cl)OC[C@H]1N(CCC1)C)CC#N